[N+](=O)([O-])C=1C=C2C=CN(C2=CC1)C1OC(OC1)=O 4-(5-nitro-1H-indol-1-yl)-1,3-dioxolan-2-one